3,6-dichloro-2-methoxyphenylcarboxylic acid ClC=1C(=C(C(=CC1)Cl)C(=O)O)OC